(1S,5R,6S)-5-(trityloxy)-3,7-dioxabicyclo[4.1.0]heptane C(C1=CC=CC=C1)(C1=CC=CC=C1)(C1=CC=CC=C1)O[C@@H]1COC[C@@H]2O[C@H]12